C1(CC1)C1=NC=NC(=C1C=1N=C(C2=C(N1)CC(C2)(C)C)OCC2=CC(=C(C=C2)C=2N(C=C(N2)C(F)(F)F)C)F)OC 2-(4-cyclopropyl-6-methoxy-pyrimidin-5-yl)-4-[[3-fluoro-4-[1-methyl-4-(trifluoromethyl)imidazol-2-yl]phenyl]methoxy]-6,6-dimethyl-5,7-dihydrocyclopenta[d]pyrimidine